4-[(1S)-4-bromoindan-1-yl]Oxy-5-chloro-2-methoxy-benzaldehyde BrC1=C2CC[C@@H](C2=CC=C1)OC1=CC(=C(C=O)C=C1Cl)OC